C(C1=CC=CC=C1)OC=1C=C2CCNC(C2=CC1OC)\C=C\C1=C(C=C(C=C1)C=1C=NC(=CC1)C)C 6-(benzyloxy)-7-methoxy-1-{(E)-2-[2-methyl-4-(6-methylpyridin-3-yl)phenyl]ethenyl}-1,2,3,4-tetrahydroisoquinoline